[NH4+].CC1=CC=C(C=C1)S(=O)[O-] toluene-4-sulfinate ammonium salt